1,1'-(3,3'-dichloro[1,1'-biphenyl]-4,4'-diyl)bis{4-hydroxy-3-[(E)-diazenyl]naphthalene-2-sulfonic acid} ClC=1C=C(C=CC1C1=C(C(=C(C2=CC=CC=C12)O)\N=N\[H])S(=O)(=O)O)C1=CC(=C(C=C1)C1=C(C(=C(C2=CC=CC=C12)O)\N=N\[H])S(=O)(=O)O)Cl